NCC(C=1N=C(SC1)CO)N1C(=CC=C1C1=NC=C(C=C1)Cl)C(=O)N (2-amino-1-(2-(hydroxymethyl)thiazol-4-yl)ethyl)-5-(5-chloropyridin-2-yl)-1H-pyrrole-2-carboxamide